OC(CCCC1=CC=2N(C=C1)C(=CN2)C(=O)OCC)(C)C ethyl 7-(4-hydroxy-4-methyl-pentyl)imidazo[1,2-a]pyridine-3-carboxylate